FC(C(=O)O)(F)F.C(#N)C=1C=C(C=CC1)N1N=NC(=C1)C(=O)NC[C@@H]1CNCC1 (S)-1-(3-cyanophenyl)-N-(pyrrolidin-3-ylmethyl)-1H-1,2,3-triazole-4-carboxamide trifluoroacetate